C(#N)C1=CC(=C(C=C1)CSC1=NN(C=C1)C1CCN(CC1)CC1=NC2=C(N1CC1=CN=CN1CC)C=C(C=C2)C(=O)OC)F methyl 2-{[4-(3-{[(4-cyano-2-fluorophenyl)methyl]sulfanyl}-1H-pyrazol-1-yl)piperidin-1-yl]methyl}-1-[(1-ethyl-1H-imidazol-5-yl)methyl]-1H-benzimidazole-6-carboxylate